1-benzyl 2-methyl (2S,4R)-4-hydroxypyrrolidine-1,2-dicarboxylate O[C@@H]1C[C@H](N(C1)C(=O)OCC1=CC=CC=C1)C(=O)OC